lithium-nickel-molybdenum [Mo].[Ni].[Li]